N-((S)-1-(2-((S)-2-Cyanopyrrolidin-1-yl)-2-oxoethyl)pyrrolidin-3-yl)chinolin-2-carboxamid C(#N)[C@H]1N(CCC1)C(CN1C[C@H](CC1)NC(=O)C1=NC2=CC=CC=C2C=C1)=O